1-(2-((2-(methoxycarbonyl)-4-methylthiophen-3-yl)amino)-2-oxoethyl)-1-(2-((6-methoxypyrazin-2-yl)amino)-2-oxoethyl)-4,4-dimethylpiperidin-1-ium COC(=O)C=1SC=C(C1NC(C[N+]1(CCC(CC1)(C)C)CC(=O)NC1=NC(=CN=C1)OC)=O)C